1,4-bis(4-methyl-styryl)benzene CC1=CC=C(C=CC2=CC=C(C=C2)C=CC2=CC=C(C=C2)C)C=C1